S1C(=NC2=C1C=CC=C2)C2CCN(CC2)C2=C(C(N(C1=CC(=CC=C21)OC)C)=O)C#N 4-[4-(1,3-benzothiazol-2-yl)piperidin-1-yl]-7-methoxy-1-methyl-2-oxo-1,2-dihydroquinoline-3-carbonitrile